N[C@H]1[C@@H]2N(C[C@H]1CC2)C(=O)C2=CC1=C(N(C(=N1)C=1N(C3=CC=CC=C3C1)CC1CC1)CC1CN(C1)C(=O)C1=CC=C(C#N)C=C1)C(=C2)OC 4-[3-({5-[(1R,4R,7R)-7-amino-2-azabicyclo[2.2.1]heptane-2-carbonyl]-2-[1-(cyclopropylmethyl)-1H-indol-2-yl]-7-methoxy-1H-1,3-benzodiazol-1-yl}methyl)azetidine-1-carbonyl]benzonitrile